6-(thiazole-5-carbonyl)-2,6-diazaspiro[3.4]octane-8-carboxylic acid S1C=NC=C1C(=O)N1CC2(CNC2)C(C1)C(=O)O